3-hydroxypropyl-methyl-piperidin OCCCC1N(CCCC1)C